N(=[N+]=[N-])C[C@]1(OC2=C(C1)C=C(C=C2[C@@H](C)NC2=NC=1N(C=C2)N=CC1C(=O)OCC)F)C Ethyl 5-(((1R)-1-((2S)-2-(azidomethyl)-5-fluoro-2-methyl-2,3-dihydrobenzofuran-7-yl) ethyl)amino)pyrazolo[1,5-a]pyrimidine-3-carboxylate